tert-butyl 4-[(1R)-1-(5-chloro-2-pyridinyl) ethyl]-4-hydroxypiperidine-1-carboxylate ClC=1C=CC(=NC1)[C@@H](C)C1(CCN(CC1)C(=O)OC(C)(C)C)O